CN1CC2=C(CC1=O)C(=NN2)C(=O)N2CCC(CC2)C2=C(C=CC=C2)C(F)(F)F 6-methyl-3-(4-(2-(trifluoromethyl)phenyl)piperidin-1-carbonyl)-1,4,6,7-tetrahydro-5H-pyrazolo[3,4-c]pyridin-5-one